(2S,3S,4S,5R)-4-[[3-[2-methoxy-3-(trifluoromethyl)phenyl]-4,5-dimethyl-5-(trifluoromethyl)tetrahydrofuran-2-carbonyl]amino]pyridine-2-carboxamide COC1=C(C=CC=C1C(F)(F)F)[C@H]1[C@H](O[C@]([C@H]1C)(C(F)(F)F)C)C(=O)NC1=CC(=NC=C1)C(=O)N